3-hydroxy-3-phenyl-2-(4-(trifluoromethyl)benzoyl)isoindolin-1-one OC1(N(C(C2=CC=CC=C12)=O)C(C1=CC=C(C=C1)C(F)(F)F)=O)C1=CC=CC=C1